((3-bromothiophen-2-yl)methoxy)(tert-butyl)diphenylsilane BrC1=C(SC=C1)CO[Si](C1=CC=CC=C1)(C1=CC=CC=C1)C(C)(C)C